FC1=C(C(=O)N)C(=CC=C1)[2H] 2-fluorobenzamide-6-d